deoxythymidin-3'-yl-[3,4,5-tris(octadecyloxy) benzyl] succinate C(CCC(=O)[O-])(=O)OC(C1=CC(=C(C(=C1)OCCCCCCCCCCCCCCCCCC)OCCCCCCCCCCCCCCCCCC)OCCCCCCCCCCCCCCCCCC)[C@@]1(C[C@@H](O[C@@H]1CO)N1C(=O)NC(=O)C(C)=C1)O